N[C@@H](C(=O)N1CC(CCC1)C1=C(N(C=C1)S(N)(=O)=O)C(=O)O)C 3-[1-[(2R)-2-Aminopropanoyl]-3-piperidyl]-1-sulfamoyl-pyrrole-2-carboxylic acid